N-(3-chloro-4-fluorophenyl)-N-((5-(5-(difluoromethyl)-1,3,4-oxadiazol-2-yl)pyridin-2-yl)methyl)-3-(pyrrolidin-1-yl)propane-1-sulfonamide ClC=1C=C(C=CC1F)N(S(=O)(=O)CCCN1CCCC1)CC1=NC=C(C=C1)C=1OC(=NN1)C(F)F